C(CCCCCCCC)(=O)C([C@](O)([C@@H](O)[C@H](O)COC(CCCCCCCC)=O)C(CCCCCCCC)=O)O 1,2,5-O-trinonanoyl-xylitol